(E)-4-[3-[4-[3-[[4-[[5-bromo-4-(2-carbamoyl-3-fluoro-anilino)pyrimidin-2-yl]amino]phenyl]sulfonylamino]propyl]piperazin-1-yl]propyl-methyl-amino]but-2-enoic acid BrC=1C(=NC(=NC1)NC1=CC=C(C=C1)S(=O)(=O)NCCCN1CCN(CC1)CCCN(C/C=C/C(=O)O)C)NC1=C(C(=CC=C1)F)C(N)=O